(Z)-1-(3-(2-isopropyl-5-methylphenyl)-4-oxothiazolidin-2-ylidene)-3-(4-(1-(3-(trifluoromethoxy)phenyl)-1H-1,2,4-triazol-3-yl)phenyl)urea C(C)(C)C1=C(C=C(C=C1)C)N1/C(/SCC1=O)=N/C(=O)NC1=CC=C(C=C1)C1=NN(C=N1)C1=CC(=CC=C1)OC(F)(F)F